4-iodo-3-methylpiperidine IC1C(CNCC1)C